OC[C@H](C1=CC=CC=C1)NC1=NC(=NC=C1C1=NC(=NO1)N1CCOCC1)NC1=CC=C2C(=N1)C(N(C2=O)C)(C)C (S)-2-((4-((2-hydroxy-1-phenylethyl)amino)-5-(3-morpholino-1,2,4-oxadiazol-5-yl)pyrimidin-2-yl)amino)-6,7,7-trimethyl-6,7-dihydro-5H-pyrrolo[3,4-b]pyridin-5-one